(5R)-(-)-6-[3-chloro-2-fluoro-4-(2-hydroxy-2-methylpropoxy)phenyl]-5-methyl-4,5-dihydro-2H-pyridazin-3-one ClC=1C(=C(C=CC1OCC(C)(C)O)C=1[C@@H](CC(NN1)=O)C)F